CC1(N(CCC1)CCNC(=O)C1=CC(=C(S1)NC(=O)C=1C=NN2C1SC(=C2)C2=CC=NC=C2)C)C N-(5-((2-(2,2-dimethylpyrrolidin-1-yl)ethyl)carbamoyl)-3-methylthiophen-2-yl)-2-(pyridin-4-yl)pyrazolo[5,1-b]thiazole-7-carboxamide